1-[5-ethylsulfonyl-6-[3-methyl-6-(trifluoromethylsulfanyl)imidazo[4,5-b]pyridin-2-yl]-3-pyridyl]cyclopropane-carbonitrile C(C)S(=O)(=O)C=1C=C(C=NC1C1=NC=2C(=NC=C(C2)SC(F)(F)F)N1C)C1(CC1)C#N